C(CCCCCCCCCCCCC)OC(C(C)OCCCCCCCCCCCCCC)N 1,2-dimyristyloxypropylamine